2-((4S,5S)-5-(2-chlorobenzyl)-2,2-dimethyl-1,3-dioxolan-4-yl)ethanol ClC1=C(C[C@H]2[C@@H](OC(O2)(C)C)CCO)C=CC=C1